α-methylphenethylamine CC(CC1=CC=CC=C1)N